(difluoromethoxy)-6-methylpyridin-3-amine FC(OC1=NC(=CC=C1N)C)F